FC1=CC(=CC2=C1OCO2)C=2C=C1C(=NC2)N(N=C1NC(=O)C1=CC=NS1)CC(C)OC N-(5-(7-fluorobenzo[d][1,3]dioxol-5-yl)-1-(2-methoxypropyl)-1H-pyrazolo[3,4-b]pyridin-3-yl)isothiazole-5-carboxamide